1-(3-(6-ethoxypyridin-3-yl)-7-methyl-2-(pyridin-4-yl)quinolin-5-yl)ethan-1-ol C(C)OC1=CC=C(C=N1)C=1C(=NC2=CC(=CC(=C2C1)C(C)O)C)C1=CC=NC=C1